N1C=C(C2=CC=CC=C12)CC(CCCC)NC(=O)C1=CC2=C(S1)C=C(C=C2)N2CCC(CC2)(C)C N-(1-(1H-indol-3-yl)hexane-2-yl)-6-(4,4-dimethylpiperidin-1-yl)benzo[b]thiophene-2-carboxamide